2-chloro-N-[(3R,4S)-1-(3,3-difluorocyclopentanecarbonyl)-4-fluoropyrrolidin-3-yl]-4-fluorobenzamide ClC1=C(C(=O)N[C@@H]2CN(C[C@@H]2F)C(=O)C2CC(CC2)(F)F)C=CC(=C1)F